(Racemic)-4-(2-Methoxyphenyl)-6-methyl-N-(6-((tetrahydrofuran-2-yl)methyl)benzo[d]thiazol-2-yl)nicotinamide COC1=C(C=CC=C1)C1=CC(=NC=C1C(=O)NC=1SC2=C(N1)C=CC(=C2)C[C@@H]2OCCC2)C |r|